Bis(3-diethylaminopropyl)methyl-tin C(C)N(CCC[Sn](C)CCCN(CC)CC)CC